(3-amino-6-chloropyridin-2-yl)(3-hydroxyazetidin-1-yl)methanone NC=1C(=NC(=CC1)Cl)C(=O)N1CC(C1)O